6-bromo-5-methyl-1-(tetrahydro-2H-pyran-2-yl)-1H-indazole BrC1=C(C=C2C=NN(C2=C1)C1OCCCC1)C